C(=C)N1N=CN=C1 1-vinyl-1,2,4-triazole